1,3-bis(trifluoroethoxy)-2-propanol dichlorophosphite P(Cl)(Cl)OC(COCC(F)(F)F)COCC(F)(F)F